FC(OC=1C=C(C=CC1F)C1=CN=C(C(=N1)CN1C(OCCC1)=O)C)F 3-[[6-[3-(Difluoromethoxy)-4-fluoro-phenyl]-3-methyl-pyrazin-2-yl]methyl]-1,3-oxazinan-2-one